4-Methyl-phenylalanin CC1=CC=C(C[C@H](N)C(=O)O)C=C1